3-chloro-N-(4-{1-[(4-chlorophenyl)carbamoyl]cyclobutyl}phenyl)benzamide ClC=1C=C(C(=O)NC2=CC=C(C=C2)C2(CCC2)C(NC2=CC=C(C=C2)Cl)=O)C=CC1